8-(3,5-dichlorophenyl)-N-[(4S)-3,4-dihydro-2H-chromen-4-yl]-4-(dimethylamino)cinnoline-3-carboxamide 1-(MORPHOLINOSULFONYL)-5-PHENYLPIPERIDIN-3-YL-4-METHYLBENZENESULFONATE O1CCN(CC1)S(=O)(=O)N1CC(CC(C1)C1=CC=CC=C1)OS(=O)(=O)C1=CC=C(C=C1)C.ClC=1C=C(C=C(C1)Cl)C=1C=CC=C2C(=C(N=NC12)C(=O)N[C@H]1CCOC2=CC=CC=C12)N(C)C